4-(4-((1R,5S)-3,8-diazabicyclo[3.2.1]octan-8-yl)-2-(((S)-1-methylpyrrolidin-2-yl)methoxy)quinazolin-7-yl)naphthalen-2-amine [C@H]12CNC[C@H](CC1)N2C2=NC(=NC1=CC(=CC=C21)C2=CC(=CC1=CC=CC=C21)N)OC[C@H]2N(CCC2)C